ONC(C1=CC=C(C=C1)CN1C(CCCC1)C1=CC=CC=C1)=O N-hydroxy-4-((2-phenylpiperidin-1-yl)methyl)benzamide